ClC1=CC=2C(=NN(N2)C2=C(C(=CC(=C2)C(C)(C)CC(C)(C)C)C(C)(C)CC(C)(C)C)O)C=C1 5-chloro-2-(2-hydroxy-3,5-di-tert-octylphenyl)-2H-benzotriazole